2-t-butyl-4-dodecyl-phenol C(C)(C)(C)C1=C(C=CC(=C1)CCCCCCCCCCCC)O